1-ethyl-6-fluoro-7-(4-methylpiperazin-1-yl)-3-cinnamoyl-quinoline C(C)N1CC(=CC2=CC(=C(C=C12)N1CCN(CC1)C)F)C(C=CC1=CC=CC=C1)=O